rac-(1S*,2S*)-2-(3-chlorophenyl)-N-(4-(((6-cyclopropylquinolin-3-yl)methyl)amino)pyridin-2-yl)cyclopropane-1-carboxamide ClC=1C=C(C=CC1)[C@@H]1[C@H](C1)C(=O)NC1=NC=CC(=C1)NCC=1C=NC2=CC=C(C=C2C1)C1CC1 |r|